4-fluoro-3-((2-(trimethylsilyl)ethoxy)methoxy)-1-naphthaldehyde FC1=C(C=C(C2=CC=CC=C12)C=O)OCOCC[Si](C)(C)C